(R)-8-(6-(3-chlorophenyl)pyrimidin-4-yl)-9-oxooctahydro-2H-pyrazino[1,2-a]pyrazine-2-carbonitrile ClC=1C=C(C=CC1)C1=CC(=NC=N1)N1C([C@@H]2N(CCN(C2)C#N)CC1)=O